O=C1[C@H]2CN(C[C@@H](C1)N2C(C)(C)C2=CC=CC=C2)C(=O)OC(C)(C)C tert-butyl (1R,5R)-6-oxo-8-(2-phenylpropan-2-yl)-3,8-diazabicyclo[3.2.1]octane-3-carboxylate